6-(2,2-difluoroethoxy)-N-(4,4-difluoropiperidin-3-yl)-2-methylindolizine-3-carboxamide FC(COC1=CN2C(=C(C=C2C=C1)C)C(=O)NC1CNCCC1(F)F)F